(R)-N-(8,9-difluoro-6-oxo-1,4,5,6-tetrahydro-2H-pyrano[3,4-c]isoquinolin-1-yl)-N-methyl-1H-indazole-5-carboxamide FC=1C(=CC=2C3=C(NC(C2C1)=O)COC[C@@H]3N(C(=O)C=3C=C1C=NNC1=CC3)C)F